1-[6-(trifluoromethyl)pyridin-3-yl]methylamine FC(C1=CC=C(C=N1)CN)(F)F